[Pd](Cl)Cl.C1=CCCC=CCC1.C1=CCCC=CCC1 bis(1,5-cyclooctadiene) palladium chloride